(R)-6-(3-aminopiperidin-1-yl)-1-methyl-1H-pyrazolo[4,3-c]pyridin-3-amine N[C@H]1CN(CCC1)C1=CC2=C(C=N1)C(=NN2C)N